CC1(C2=C(C(NC1)=O)C(=C(N2)C2=CC(=NC=C2)NC(C(CC(F)F)C2=CC=C(C=C2)F)=O)C2=CC=CC=C2)C N-[4-(7,7-Dimethyl-4-oxo-3-phenyl-4,5,6,7-tetrahydro-1H-pyrrolo[3,2-c]pyridin-2-yl)pyridin-2-yl]-4,4-difluoro-2-(4-fluorophenyl)butanamid